NCC1=NNC(C2=CC=C(C=C12)C=1C=NN(C1C1=C(C2=CC3=CC4=CC=CC=C4C=C3C=C2C=C1)C#N)C)=O 2-(4-(4-(aminomethyl)-1-oxo-1,2-dihydro-phthalazin-6-yl)-1-methyl-1H-pyrazol-5-yl)-1-naphthacenecarbonitrile